[Cl-].[Cl-].[Zr+2].C1(=CC=CC=C1)C1=C2C=C(CC2=CC=C1)C1=C(C=CC=C1)C=1CC2=CC=CC(=C2C1)C1=CC=CC=C1 [ortho-bis(4-phenyl-2-indenyl)-benzene] zirconium dichloride